ClC1=CC(=NC2=C(C=C(C=C12)C(F)(F)F)C(C)=O)N1CCOCC1 1-(4-chloro-2-morpholino-6-(trifluoromethyl)quinolin-8-yl)ethan-1-one